Cl.[C@@H]1(NC[C@@H]2[C@H]3[C@H]4[C@@H]([C@@H]([C@H]12)C=C3)C4)C(=O)OC |r| rac-methyl (1S,3aR,4R,4aR,5aS,6S,6aS)-1,2,3,3a,4,4a,5,5a,6,6a-decahydro-4,6-ethenocyclopropa[f]isoindole-1-carboxylate hydrochloride